2-amino-6-(6-(5-((3aS,6aR)-2-oxohexahydro-1H-thieno[3,4-d]imidazol-4-yl)pentanamido)hexanamido)hexanoic acid NC(C(=O)O)CCCCNC(CCCCCNC(CCCCC1SC[C@@H]2NC(N[C@@H]21)=O)=O)=O